(M)-6-Chloro-4-[(2S,5R)-2,5-dimethyl-4-prop-2-enoyl-piperazin-1-yl]-1-(2-isopropyl-4-methyl-3-pyridyl)-7-(1-piperidyl)pyrido[2,3-d]pyrimidin-2-one ClC1=CC2=C(N(C(N=C2N2[C@H](CN([C@@H](C2)C)C(C=C)=O)C)=O)C=2C(=NC=CC2C)C(C)C)N=C1N1CCCCC1